(2-pyrrolidone) dithiocarbonate C(S)(O)=S.N1C(CCC1)=O